1,3-dichloro-1,3-diethyl-1,3-disilacyclobutane Cl[Si]1(C[Si](C1)(CC)Cl)CC